Cl.COC(C(C)(C1=CC(=CC=C1)OC)NN)=O 2-hydrazino-2-(3-methoxyphenyl)propionic acid methyl ester hydrochloride